CN(CCCC1C=CC=C1)[Zr](N(C)C)N(C)C (methyl-3-cyclopentadienyl-propylamino)bis(dimethylamino)zirconium